ClC1=CC=C(C=C1)C=1C=C(C(N(N1)C=1C=NN(C1)C)=O)C(=O)NC1(CCN(CC1)C)CO 6-(4-chlorophenyl)-N-(4-(hydroxymethyl)-1-methylpiperidin-4-yl)-2-(1-methyl-1H-pyrazol-4-yl)-3-oxo-2,3-dihydropyridazine-4-carboxamide